C1(NCCCO1)=O azavalerolactone